(S)-6-(1-amino-1,3-dihydrospiro[indene-2,4'-piperidine]-1'-yl)-3-(1-(2-fluoro-3-hydroxyphenyl)vinyl)-1H-pyrazole N[C@@H]1C2=CC=CC=C2CC12CCN(CC2)C2=CC=C(C(=C2C(=C)C2=NNC=C2)F)O